COC1=CC=C(C=C1)CN1N=C(C=2NC(NC(C21)=O)=O)C(=O)OC methyl 1-[(4-methoxyphenyl)methyl]-5,7-dioxo-4H,6H-pyrazolo[4,3-d]pyrimidine-3-carboxylate